N-((2S)-1,1-dicyclopropyl-3-((2-((R)-4-isopropyl-2-oxoimidazolidin-1-yl)-2-(methoxymethyl)-2,3-dihydro-1H-inden-5-yl)amino)-3-oxopropan-2-yl)-4-methyl-1,2,5-oxadiazole-3-carboxamide C1(CC1)C([C@@H](C(=O)NC=1C=C2CC(CC2=CC1)(COC)N1C(N[C@@H](C1)C(C)C)=O)NC(=O)C1=NON=C1C)C1CC1